(2-hydroxyethyl)vinylurea OCCC=CNC(=O)N